OC1(CCCC1)C1(CCCC1)O 1-(1-hydroxycyclopentyl)cyclopentan-1-ol